6-(1H-imidazol-1-yl)-1-methylquinoline-2,4(1H,3H)-dione N1(C=NC=C1)C=1C=C2C(CC(N(C2=CC1)C)=O)=O